1-(3'-((5-cyclopropyl-3-(2,6-dichlorophenyl)isoxazol-4-yl)methoxy)-[1,1'-biphenyl]-4-yl)cyclopropane-1-carboxylic acid C1(CC1)C1=C(C(=NO1)C1=C(C=CC=C1Cl)Cl)COC=1C=C(C=CC1)C1=CC=C(C=C1)C1(CC1)C(=O)O